ClC=1C=C(C=C(C1)Cl)C=1OC2=C(N1)C=CC(=C2)C(=O)OC2CN(CC2)C(C(F)(F)F)C 1-(1,1,1-trifluoropropan-2-yl)pyrrolidin-3-yl 2-(3,5-dichlorophenyl)benzo-[d]oxazole-6-carboxylate